ClC=1C=CC2=C([C@@H](C[C@H](O2)C(=O)NC23CC(C2)(C3)C3=NN(N=C3)[C@@H]3C[C@@H](C3)OC(F)(F)F)O)C1 (2S,4R)-6-chloro-4-hydroxy-N-(3-{2-[cis-3-(trifluoromethoxy)cyclobutyl]-2H-1,2,3-triazol-4-yl}bicyclo[1.1.1]pentan-1-yl)-3,4-dihydro-2H-1-benzopyran-2-carboxamide